ClC=1C=CC(=NC1C)NC(OC(C)(C)C)=O tert-butyl N-(5-chloro-6-methyl-2-pyridyl)carbamate